FC=1C=C2C(=CN(C(C2=CC1F)=O)C)[C@H](C)N(C(=O)[C@H]1NC2=CC=CC=C2C1)C (S)-N-((S)-1-(6,7-difluoro-2-methyl-1-oxo-1,2-dihydroisoquinolin-4-yl)ethyl)-N-methylindoline-2-carboxamide